N-(5-bromo-4-fluoro-2-nitrophenyl)glycine methyl ester COC(CNC1=C(C=C(C(=C1)Br)F)[N+](=O)[O-])=O